2-methyl-1-(2-propan-2-ylpyrrolo[1,5-a]pyridin-3-yl)propan-1-one CC(C(=O)C1=C(C=C2N1C=CC=C2)C(C)C)C